2-[4-[3-[1-(5-ethylpyrimidin-2-yl)-4-piperidyl]propoxy]-2,6-difluoro-phenyl]-N-[2-hydroxy-1,1-bis(hydroxymethyl)ethyl]acetamide C(C)C=1C=NC(=NC1)N1CCC(CC1)CCCOC1=CC(=C(C(=C1)F)CC(=O)NC(CO)(CO)CO)F